C(C=1C(C(=O)O)=CC=CC1)(=O)O.[I] iodine phthalic acid